ClC=1N=CC2=C(N1)N(C(C=C2)=O)C2=CC=CC=C2 2-Chloro-8-phenylpyrido[2,3-d]pyrimidin-7(8H)-one